Di-o-toluoyl-L-tartaric acid C=1(C(=CC=CC1)C(=O)[C@]([C@](C(=O)O)(O)C(=O)C=1C(=CC=CC1)C)(O)C(=O)O)C